C1(CC1)C=1C(=C(C=CC1)S(=O)C=1N=NC2=CC=CC=C2C1C1=NOCC(N1)CC1=C(C=C(C=C1)C)C)F 3-[(3-Cyclopropyl-2-fluorophenyl)sulfinyl]-4-[5-(2,4-dimethylbenzyl)-5,6-dihydro-4H-1,2,4-oxadiazin-3-yl]cinnoline